FC1=C(C=CC=C1)C1=NN=C(O1)C1=CC=C(C=O)C=C1 4-(5-(2-fluorophenyl)-1,3,4-oxadiazol-2-yl)benzaldehyde